ClC1=CC(=C(C=C1F)C1(CC1)C(=O)O)OC 1-(4-chloro-5-fluoro-2-methoxyphenyl)cyclopropane-1-carboxylic acid